ClC=1C(=C2C(=NC1C)SC1=C2C=CC(=C1)C1=C(C=C(C=C1)C(F)(F)F)F)O 3-chloro-7-(2-fluoro-4-(trifluoromethyl)phenyl)-2-methylbenzo[4,5]thieno[2,3-b]pyridin-4-ol